(2S)-N-ethyl-2-hydroxy-N-{2-[4-(1H-indol-3-yl)piperidin-1-yl]ethyl}propionamide C(C)N(C([C@H](C)O)=O)CCN1CCC(CC1)C1=CNC2=CC=CC=C12